malic acid mono-(4-ethoxy-4-oxo-butan-2-yl) ester C(C)OC(CC(C)OC(C(O)CC(=O)O)=O)=O